CCCCCCCC/C=C\CCCCCCCC(=O)O[C@H](COC(=O)CCC/C=C\C/C=C\C/C=C\C/C=C\C/C=C\CC)COP(=O)(O)OC[C@H](CO)O 1-(5Z,8Z,11Z,14Z,17Z-eicosapentaenoyl)-2-(9Z-octadecenoyl)-glycero-3-phospho-(1'-sn-glycerol)